C(C=C)(=O)N1C[C@H]2COCC(N2[C@H](C1)C1=CC(=NC(=C1)Cl)C1=CC(=NC=N1)C(=O)NC)=O 6-(4-((6S,9aS)-8-acryloyl-4-oxooctahydropyrazino[2,1-c][1,4]oxazin-6-yl)-6-chloropyridin-2-yl)-N-methylpyrimidine-4-carboxamide